OC1=CC=2N(C(=C1)C1=CC=C(C#N)C=C1)N=CN2 4-{7-hydroxy-[1,2,4]triazolo[1,5-a]pyridin-5-yl}benzonitrile